CC1=NC2=CC=CC=C2C=C1CNC1=C(C=CC=C1)N1CCCC1 N-((2-methylquinolin-3-yl)methyl)-2-(pyrrolidin-1-yl)aniline